octoxyethoxyethanol C(CCCCCCC)OCCOC(C)O